C(C)(=O)[O-].[C+4].C(C)(=O)[O-].C(C)(=O)[O-].C(C)(=O)[O-] carbon (acetate)